FC1(CN(CCC1)C=1C2=C(N=C(N1)SC)C(=C(N=C2OC)C2=CC(=CC1=CC=C(C(=C21)C#C[Si](C(C)C)(C(C)C)C(C)C)F)[SiH2]OC)F)F 4-(3,3-difluoropiperidin-1-yl)-8-fluoro-7-(7-fluoro-3-(methoxy-silyl)-8-[(triisopropylsilyl)ethynyl]naphthalen-1-yl)-5-methoxy-2-(methylthio)pyrido[4,3-d]pyrimidine